trans-4-((3-chloro-5-(trifluoromethyl)pyrazin-2-yl)amino)-3-ethylpiperidine-1-carboxylic acid tert-butyl ester C(C)(C)(C)OC(=O)N1C[C@H]([C@@H](CC1)NC1=NC=C(N=C1Cl)C(F)(F)F)CC